ClC1=C(CNC(=O)[C@]2(C=3C=CC=[N+](C3[C@H](CC2)O)[O-])F)C=CC(=C1)Cl (5S,8S)-5-((2,4-dichlorobenzyl)carbamoyl)-5-fluoro-8-hydroxy-5,6,7,8-tetrahydroquinoline 1-oxide